N-(1-(4-fluorophenyl)-2-hydroxyethyl)-1-(5-methyl-2-(((S)-tetrahydrofuran-3-yl)amino)pyrimidin-4-yl)-1H-pyrrole-3-carboxamide FC1=CC=C(C=C1)C(CO)NC(=O)C1=CN(C=C1)C1=NC(=NC=C1C)N[C@@H]1COCC1